OCCCCN(CCCCCCC(C(=O)O)(CCCCCCCC)CCCCCC)CCCCCCC(C(=O)O)(CCCCCCCC)CCCCCC.OC1=CC(=C(C=C1)C(CC)C1=C(C=C(C=C1)O)C(C)(C)C)C(C)(C)C 1,1-bis(4-hydroxy-t-butylphenyl)propane ((4-hydroxybutyl)azanediyl)bis(hexane-6,1-diyl)bis(2-hexyldecanoate)